(-)-8-((1R,2R)-2-hydroxy-2-(methyl-d3)cyclopentyl)-6-(difluoromethyl-d)-2-((1-(methylsulfonyl)piperidin-4-yl-3,3,4,5,5-d5)-amino)pyrido[2,3-d]pyrimidin-7(8H)-one O[C@]1([C@@H](CCC1)N1C(C(=CC2=C1N=C(N=C2)NC2(C(CN(CC2([2H])[2H])S(=O)(=O)C)([2H])[2H])[2H])C([2H])(F)F)=O)C([2H])([2H])[2H]